6-(cyclopropylmethyl)-1-methyl-1,7-dihydro-4H-pyrazolo[3,4-d]pyrimidin-4-one C1(CC1)CC1=NC(C2=C(N1)N(N=C2)C)=O